3,6-dichloro-n-propyl-1-((2-(trimethylsilyl)ethoxy)methyl)-1H-pyrrolo[2,3-b]pyridin-4-amine ClCCCC1=CC2=C(N=C(C=C2N)Cl)N1COCC[Si](C)(C)C